BrC1=CC=C(C=C1)C(/C=C/C1=CC=C(C=C1)\C=C(/C(=O)O)\C(C)(C)C)=O (2Z)-2-[[4-[(E)-3-(4-Bromophenyl)-3-oxoprop-1-enyl]phenyl]methylidene]-3,3-dimethylbutanoic acid